4-((2S,5R)-5-ethyl-2-methyl-4-(1-(4-(trifluoromethyl)phenyl)ethyl)piperazin-1-yl)-1-(4-methoxybenzyl)-2-oxo-1,2-dihydropyrido[3,2-d]pyrimidine-6-carbonitrile C(C)[C@H]1N(C[C@@H](N(C1)C=1C2=C(N(C(N1)=O)CC1=CC=C(C=C1)OC)C=CC(=N2)C#N)C)C(C)C2=CC=C(C=C2)C(F)(F)F